N-[(1-methylazetidin-3-yl)methyl]-5-(trifluoromethyl)benzamide CN1CC(C1)CNC(C1=CC=CC(=C1)C(F)(F)F)=O